carbonyl-phenylphosphonic acid C(=O)=C1C(C=CC=C1)P(O)(O)=O